C(C=C)N1N(C2=NC(=NC=C2C1=O)NC1=CC=C(C=C1)F)C1=NC(=NC=C1)OC1CCNCC1 2-allyl-6-((4-fluorophenyl)amino)-1-(2-(piperidin-4-yloxy)pyrimidin-4-yl)-1,2-dihydro-3H-pyrazolo[3,4-d]pyrimidin-3-one